((2R,6S)-2,6-dimethylpiperazin-1-yl)((S)-2-(3-fluoro-2-hydroxyphenyl)-5,6,6a,7,9,10-hexahydro-8H-pyrazino[1',2':4,5]pyrazino[2,3-c]pyridazin-8-yl)methanone C[C@H]1N([C@H](CNC1)C)C(=O)N1C[C@H]2N(C=3C(=NN=C(C3)C3=C(C(=CC=C3)F)O)NC2)CC1